O=CCCSC[C@H](NC(C)=O)C(=O)O S-(3-oxopropyl)-N-acetylcysteine